FC1=C(C(=C(C(=C1F)F)F)F)S(=O)(=O)NC=1C2=C(N=CN1)N(C=C2)C(=O)OC(C)(C)C tert-butyl 4-((perfluorophenyl) sulfonylamino)-7H-pyrrolo[2,3-d]pyrimidine-7-carboxylate